1-(aminomethyl)-4,4-difluoro-cyclohexanol hydrochloride Cl.NCC1(CCC(CC1)(F)F)O